ClC=1C(=NC(=NC1)NC1CCOCC1)C1=CC=C2CN(C(C2=C1)=O)[C@@H](C(=O)N[C@H](CO)C1=C(C(=CC(=C1)F)F)F)C (2R)-2-(6-{5-chloro-2-[(oxacyclohex-4-yl)amino]pyrimidin-4-yl}-1-oxo-2,3-dihydro-1H-isoindol-2-yl)-N-[(1S)-2-hydroxy-1-(2,3,5-trifluorophenyl)ethyl]propionamide